FC1=NC(=C2N=CN(C2=N1)C1OCCC1)NCC1=C(C=CC(=C1)C)O 2-fluoro-6-[(2-hydroxy-5-methylbenzyl)amino]-9-(tetrahydrofuran-2-yl)-9H-purine